ClC1=NS(C2=C(N1)C(=C(C=C2)C#N)OC2=C(C=CC=C2)F)(=O)=O 3-chloro-5-(2-fluorophenoxy)-4H-benzo[e][1,2,4]thiadiazine-6-carbonitrile 1,1-dioxide